OC1[C@@H](O)[C@@H](O)[C@H](O)[C@H](O1)CO (-)-mannopyranose